methoxy-3H-imidazo[4,5-b]pyridine COC1=NC=2C(=NC=CC2)N1